6-[4-[2-(1-Piperidinyl)ethoxy]phenyl]-3-(4-pyridinyl)-pyrazolo[1,5-a]pyrimidine dihydrochloride Cl.Cl.N1(CCCCC1)CCOC1=CC=C(C=C1)C=1C=NC=2N(C1)N=CC2C2=CC=NC=C2